(2R,3S,4S,5R)-3-(3,4-difluoro-2-methoxyphenyl)-N-(2-(hydroxymethyl)-1-methyl-1H-imidazol-5-yl)-4,5-dimethyl-5-(trifluoromethyl)tetrahydrofuran-2-carboxamide FC=1C(=C(C=CC1F)[C@H]1[C@@H](O[C@]([C@H]1C)(C(F)(F)F)C)C(=O)NC1=CN=C(N1C)CO)OC